CS(=O)(=O)C=1C=C(C(=O)O)C=C(C1)S(F)(F)(F)(F)F 3-(methylsulfonyl)-5-(pentafluoro-λ6-sulfaneyl)benzoic acid